3-pyrrolidin-1-yl-4-[4-(trifluoromethyl)piperidine-1-carbonyl]benzamide N1(CCCC1)C=1C=C(C(=O)N)C=CC1C(=O)N1CCC(CC1)C(F)(F)F